CC(C(=O)OCC)CC1=CN=CN1C[C@H]1OCC1 ethyl 2-methyl-3-(1-(((S)-oxetan-2-yl)methyl)-1H-imidazol-5-yl)propanoate